(1S,2S,3S)-4-(3-chloro-5-fluoro-phenoxy)-2,3-difluoro-7-(trifluoromethylsulfanyl)indan-1-ol ClC=1C=C(OC2=C3[C@@H]([C@H]([C@H](C3=C(C=C2)SC(F)(F)F)O)F)F)C=C(C1)F